(S)-(4-(difluoromethyl)-2-(2-hydroxypropan-2-yl)oxazol-5-yl)(4-(7-(trifluoromethoxy)benzo[d]oxazol-2-yl)-6,7-dihydro-1H-imidazo[4,5-c]pyridin-5(4H)-yl)methanone FC(C=1N=C(OC1C(=O)N1[C@@H](C2=C(CC1)NC=N2)C=2OC1=C(N2)C=CC=C1OC(F)(F)F)C(C)(C)O)F